CS(=O)(=O)OCCCOC=1N(N=CC1C=1C=C2C(=CN1)N(N=C2I)COCC[Si](C)(C)C)C 3-[4-[3-iodo-1-(2-trimethylsilylethoxymethyl)pyrazolo[3,4-c]pyridin-5-yl]-2-methyl-pyrazol-3-yl]oxypropyl methanesulfonate